1-[(3,5-Dichlorophenyl)methyl]-N-[4-fluoro-3-(hydroxymethyl)phenyl]-5-methyl-1H-1,2,3-triazole-4-carboxamide ClC=1C=C(C=C(C1)Cl)CN1N=NC(=C1C)C(=O)NC1=CC(=C(C=C1)F)CO